N-(3-fluoro-4-((3-((1-methoxy-2-methylpropan-2-yl)amino)-1H-pyrazolo[3,4-b]pyridin-4-yl)oxy)phenyl)-2-(4-fluorophenyl)-3-oxo-2,3-dihydropyridazine-4-carboxamide FC=1C=C(C=CC1OC1=C2C(=NC=C1)NN=C2NC(COC)(C)C)NC(=O)C=2C(N(N=CC2)C2=CC=C(C=C2)F)=O